2,3-dihydroxypropyl (9E,12E)-9,12-octadecadienoate C(CCCCCCC\C=C\C\C=C\CCCCC)(=O)OCC(CO)O